NC1=CC2=C(CCO2)C=C1C#N 6-amino-2,3-dihydrobenzofuran-5-carbonitrile